C(N)(S)=S.C(C)C(CNCC(CCCC)CC)CCCC bis(2-ethylhexyl)amine dithiocarbamate